C(C1=CC=CC=C1)N1C=NC2=C1C=CC=C2 N-benzyl-benzimidazole